C(C)C1(COC1)COCC1(COC1)CC 3-Ethyl-3-[[(3-ethyloxetan-3-yl)-methoxy]methyl]oxetane